C(\C=C\C)=O (E)-butenal